tert-butyl 2-azabicyclo[2.1.1]hexane-2-carboxylate C12N(CC(C1)C2)C(=O)OC(C)(C)C